(4,4-difluoropiperidin-1-yl)(cis-5-(4-ethoxyphenyl)hexahydropyrrolo[3,4-c]pyrrol-2(1H)-yl)methanone FC1(CCN(CC1)C(=O)N1C[C@@H]2CN(C[C@@H]2C1)C1=CC=C(C=C1)OCC)F